(2R,3R,4S,5R,6R)-6-((5-(1-hydroxycyclohexyl)isoxazol-3-yl)methyl)-2-(hydroxymethyl)-5-methoxy-4-(4-(2,3,4-trifluorophenyl)-1H-1,2,3-triazol-1-yl)tetrahydro-2H-pyran-3-ol OC1(CCCCC1)C1=CC(=NO1)C[C@@H]1[C@@H]([C@H]([C@H]([C@H](O1)CO)O)N1N=NC(=C1)C1=C(C(=C(C=C1)F)F)F)OC